CC1=C2COC(C2=CC=C1C1NCC(NC1)C)=O 4-methyl-5-(5-methylpiperazin-2-yl)isobenzofuran-1(3H)-one